ClC=1C=C(C(=O)N(C(C)C2=NC=CN=C2C2=NC=CN=C2)C)C=C(C1)C(F)(F)F 3-chloro-N-methyl-N-[1-(3-pyrazin-2-ylpyrazin-2-yl)ethyl]-5-(trifluoromethyl)benzamide